2-(4-fluorobenzyloxy)-3-phenylpropanoic Acid FC1=CC=C(COC(C(=O)O)CC2=CC=CC=C2)C=C1